(3-(4-(4-(4,6-Diphenyl-1,3,5-triazin-2-yl)phenyl)naphthalen-1-yl)phenyl)dineopentylphosphine C1(=CC=CC=C1)C1=NC(=NC(=N1)C1=CC=CC=C1)C1=CC=C(C=C1)C1=CC=C(C2=CC=CC=C12)C=1C=C(C=CC1)P(CC(C)(C)C)CC(C)(C)C